C(C1=CC=CC=C1)OC1=NC(=CC=C1C1=CC(=C(C=C1)N1CCC(CC1)C(=O)O)C)OCC1=CC=CC=C1 1-{4-[2,6-bis(benzyloxy)pyridin-3-yl]-2-methyl-phenyl}piperidine-4-carboxylic acid